BrC=1C=C2C(=NC1)C(CC2)(N)C 3-bromo-7-methyl-5H,6H-cyclopenta[b]pyridin-7-amine